COC(=O)N1CC(C1)C1=NC(=NO1)C1=CC(=C(C(=C1)NC(=O)C=1C=NN2C1C=CC(=C2)N2CCOCC2)C)F 3-(3-(3-fluoro-4-methyl-5-(6-morpholinopyrazolo[1,5-a]pyridine-3-carboxamido)phenyl)-1,2,4-oxadiazol-5-yl)azetidine-1-carboxylic acid methyl ester